CSC1=NC(=CC(=N1)Cl)Cl 2-Methylthio-4,6-dichloropyrimidine